(S)-3-(1-(2-(tert-butoxy)-2-oxoethyl)piperidin-4-yl)-2-((tert-butoxycarbonyl)amino)propanoic acid C(C)(C)(C)OC(CN1CCC(CC1)C[C@@H](C(=O)O)NC(=O)OC(C)(C)C)=O